C(C)C=1C=NN2C1N=C(C=C2NCC=2C=CC(=NC2)OCC=O)N2[C@@H](CCCC2)CCO 2-[[5-[[[3-ethyl-5-[(2S)-2-(2-hydroxyethyl)-1-piperidyl]pyrazolo[1,5-a]pyrimidin-7-yl]amino]methyl]-2-pyridyl]oxy]acetaldehyde